C=C(C)C1=C(C(=CC=C1)B1OC(C(O1)(C)C)(C)C)N 2-(prop-1-en-2-yl)-6-(4,4,5,5-tetramethyl-1,3,2-dioxaborolan-2-yl)-phenylamine